4-((1R,5S)-3,8-diazabicyclo[3.2.1]octane-3-yl)-5-methyl-5,8-dihydropteridine-6,7-dione [C@H]12CN(C[C@H](CC1)N2)C2=NC=NC=1NC(C(N(C21)C)=O)=O